lithium nitrate, lithium salt [Li+].[N+](=O)([O-])[O-].[Li+].[N+](=O)([O-])[O-]